C(#N)C1=CC=C(C(=O)CC(=O)OCC)C=C1 Ethyl (4-cyanobenzoyl)acetate